BrC=1C=CC(=C(OC[C@@H]2C[C@H](C2)C(=O)O)C1)C=1OC2=C(C=CC=C2C(C1)=O)Cl Trans-3-[[5-bromo-2-(8-chloro-4-oxo-chromen-2-yl)phenoxy]methyl]cyclobutanecarboxylic acid